[V].C(C(=O)O)(=O)O oxalic acid vanadium